1-[1-(1-methyl-1H-1,3-benzodiazol-5-yl)-1H-1,2,4-triazol-5-yl]methanamine hydrochloride Cl.CN1C=NC2=C1C=CC(=C2)N2N=CN=C2CN